C(C(=C)C)(=O)OCCCCCCCCCCCCCCCCCCCC eicosyl methacrylate